(2S)-1-[2-[4-[methyl-(7-quinolinyl)amino]-1-piperidinyl]acetyl]pyrrolidine-2-carbonitrile CN(C1CCN(CC1)CC(=O)N1[C@@H](CCC1)C#N)C1=CC=C2C=CC=NC2=C1